(((2R,7aS)-2-fluorotetrahydro-1H-pyrrolizin-7a(5H)-yl)methoxy)-11-methyl-7a,8,9,10,10a,11-hexahydrocyclopenta[2,3][1,4]oxazepino[5,6,7-de]quinazoline F[C@@H]1C[C@@]2(CCCN2C1)COC=1N=C2C=CC=C3C2=C(N1)N(C1C(O3)CCC1)C